6-Methyl-4-[(1-methylcyclopropyl)amino]furo[2,3-d]pyrimidin-5-carboxamide CC1=C(C2=C(N=CN=C2NC2(CC2)C)O1)C(=O)N